N=1C=NN2C=NC(=CC21)OC2=C(C=C(C=C2)NC2=NC=NC1=CC=C(C(=C21)N2[C@@H]1CCN([C@@H]1C2)C)OC(C)C)C N-(4-([1,2,4]triazolo[1,5-c]pyrimidin-7-yloxy)-3-methylphenyl)-6-isopropoxy-5-((1R,5R)-2-methyl-2,6-diazabicyclo[3.2.0]heptan-6-yl)quinazolin-4-amine